OCCOCCOCCNC(C1=CC(=NC=C1)N1CC2(CC1)CN(CC2)C2=CC=CC=C2)=O N-(2-(2-(2-hydroxyethoxy)ethoxy)ethyl)-2-(7-phenyl-2,7-diazaspiro[4.4]nonan-2-yl)isonicotinamide